5-[4-amino-5-(trifluoromethyl)pyrrolo[2,1-f][1,2,4]triazin-7-yl]-N-[(3R,4S)-4-fluoro-1-(2-fluorobenzoyl)pyrrolidin-3-yl]-2-methoxybenzamide NC1=NC=NN2C1=C(C=C2C=2C=CC(=C(C(=O)N[C@@H]1CN(C[C@@H]1F)C(C1=C(C=CC=C1)F)=O)C2)OC)C(F)(F)F